FC=1C(=CC(=NC1)OC)[C@H](C(=O)N1C[C@]2(CC1)NC1=NC(=C(C=C1CC2)C2=NC=CC=N2)C)C (2R)-2-(5-fluoro-2-methoxypyridin-4-yl)[(2S)-7-methyl-6-(pyrimidin-2-yl)-3,4-dihydro-1H-spiro[1,8-naphthyridine-2,3'-pyrrolidin]-1'-yl]propan-1-one